FC1=C(C=C(C=C1)NC(=O)C1C(C2CCC1CC2)NC(=O)C=2C(=NC=NC2NC21CC(C2)(C1)N1CCOCC1)OC)C(F)(F)F N-(cis-3-((4-fluoro-3-(trifluoromethyl)phenyl)carbamoyl)bicyclo[2.2.2]octan-2-yl)-4-methoxy-6-((3-morpholinobicyclo[1.1.1]pentan-1-yl)amino)pyrimidine-5-carboxamide